5-methoxy-6-(5-(1-methyl-1H-pyrazol-3-yl)pyridin-3-yl)-2-morpholino-N-(pyridin-3-yl)pyrimidin-4-amine COC=1C(=NC(=NC1C=1C=NC=C(C1)C1=NN(C=C1)C)N1CCOCC1)NC=1C=NC=CC1